1-[[bis(4-methoxyphenyl)-phenylmethoxy]methyl]-7-[2-cyanoethoxy-(diisopropylamino)phosphanyl]oxy-N,N-dimethyl-2-oxa-5-azabicyclo[2.2.1]heptane-5-carboxamide COC1=CC=C(C=C1)C(OCC12OCC(N(C1)C(=O)N(C)C)C2OP(N(C(C)C)C(C)C)OCCC#N)(C2=CC=CC=C2)C2=CC=C(C=C2)OC